4-(di-p-tolylamino)benzaldehyde C1(=CC=C(C=C1)N(C1=CC=C(C=O)C=C1)C1=CC=C(C=C1)C)C